C(C=C)(=O)OCCCCCCCCCCCCCC[Si](O)(O)O acryloyloxytetradecyltrihydroxysilane